4-methyl-1-[6-(trifluoromethyl)pyridin-3-yl]-1H-1,2,3-triazol CC=1N=NN(C1)C=1C=NC(=CC1)C(F)(F)F